OC1(CCCCC1)CC(C)=O 1-hydroxy-cyclohexyl-propanone